O=CCO[C@H]1[C@@H](C1)C(=O)OCC ethyl (trans)-2-(2-oxoethoxy)cyclopropane-1-carboxylate